5-bromo-2-{3-(pyridin-4-yl)phenyl}-2H-benzotriazole BrC1=CC=2C(=NN(N2)C2=CC(=CC=C2)C2=CC=NC=C2)C=C1